4-methyl-2-((5-methyl-2-(4-(trifluoromethoxy)phenyl)-1H-imidazol-1-yl)methyl)phenol CC1=CC(=C(C=C1)O)CN1C(=NC=C1C)C1=CC=C(C=C1)OC(F)(F)F